1,2,4,9-tetrahydrocarbazole C1CCCC=2C3=CC=CC=C3NC12